[(3S,3aR,6S,6aR)-3-benzyloxy-2,3,3a,5,6,6a-hexahydrofuro[3,2-b]furan-6-yl] (2S)-2-[(2-chloro-6-methyl-benzoyl)amino]-3-[4-[(2,6-dichlorobenzoyl)amino]phenyl]propanoate ClC1=C(C(=O)N[C@H](C(=O)O[C@H]2CO[C@H]3[C@@H]2OC[C@@H]3OCC3=CC=CC=C3)CC3=CC=C(C=C3)NC(C3=C(C=CC=C3Cl)Cl)=O)C(=CC=C1)C